CC=1C=NC(=CC1)C(=O)C1[C@]2(N[C@H](CC1)C2)C(=O)OC methyl (1S,3R,5R)-3-methyl-6-picolinoyl-6-azabicyclo[3.1.1]heptane-1-carboxylate